C(C)(C)C1=C(C(=CC(=C1)C1=CC(=C(C(=C1)CCC)O)C(C)C)CCC)O 2,2'-diisopropyl-6,6'-dipropyl-4,4'-biphenol